N(=[N+]=[N-])[C@H]1C[C@H](N(C1)C(CNC12CC3(CC(CC(C1)C3)C2)OCC2=C(C=C(C=C2)F)F)=O)C#N (2S,4S)-4-azido-1-((3-((2,4-difluorobenzyl)oxy)adamantan-1-yl)glycyl)pyrrolidine-2-carbonitrile